((1-(2,4-dimethoxybenzyl)-1H-1,2,3-triazol-4-yl)methyl)cinnamamide COC1=C(CN2N=NC(=C2)CC(C(=O)N)=CC2=CC=CC=C2)C=CC(=C1)OC